(R)-N-(2-fluoro-3-hydroxy-3-methylbutyl)-4-(isopropylamino)-7-(6-oxo-1,6-dihydropyridin-3-yl)-5H-pyrido[3,2-b]indole-3-carboxamide F[C@H](CNC(=O)C1=C(C=2NC=3C=C(C=CC3C2N=C1)C1=CNC(C=C1)=O)NC(C)C)C(C)(C)O